C(#N)C1=CC=C(C=C1)N1C(COCC1)=O 4-(4-cyanophenyl)-3-morpholone